6-Chloro-1-methyl-8-[4-(pyrimidin-2-ylmethoxy)-phenyl]-9H-pyrido[3,4-b]indole ClC=1C=C2C3=C(NC2=C(C1)C1=CC=C(C=C1)OCC1=NC=CC=N1)C(=NC=C3)C